COCCNC1=C2C(=NC(=C1)NCC(=O)O)C=C(S2)C2=CC=NN2 2-(7-(2-methoxyethylamino)-2-(1H-pyrazol-5-yl)thieno[3,2-b]pyridin-5-ylamino)acetic acid